N1(CCOCC1)N=C1C(C=NS1)C1=C(C=C(C=C1)F)F ((morpholin-N-yl)imino)-4-(2,4-difluorophenyl)thiazoleN